C(C(=C)C)(=O)NCCCC[C@H](N)C(=O)O N6-methacryloyl-L-lysine